[Br-].NCCC[N+](C[C@H](COCCCCCCCCCCCC)OCCCCCCCCCCCC)(C)C |r| (+-)-N-(3-aminopropyl)-N,N-dimethyl-2,3-bis(dodecyloxy)-1-propanaminium bromide